3-(4-Nitrophenyl)-4-phenyl-1,13-dioxadispiro[4.1.47.25]tridec-3-en-2-one [N+](=O)([O-])C1=CC=C(C=C1)C=1C(OC2(C1C1=CC=CC=C1)CC1(CCCC1)CO2)=O